C(#N)C1=C(C=C(C=C1C1CC1)CC(=O)NC1(CCCCC1)C(=O)O)C1CC1 1-[2-(4-Cyano-3,5-dicyclopropylphenyl)acetamido]cyclohexanecarboxylic acid